2-(2-amino-3-benzoylphenyl)acetic acid NC1=C(C=CC=C1C(C1=CC=CC=C1)=O)CC(=O)O